((3,4-dimethoxybenzyl)oxy)pyrazolo[1,5-a]quinazoline COC=1C=C(COC2=NN3C(N=CC4=CC=CC=C34)=C2)C=CC1OC